COC1=C(C=CC=C1)C(C(=O)OCC)=[N+]=[N-] Ethyl (2-methoxyphenyl)diazoacetate